3-(difluoromethyl)-1-(deuteromethyl)-1H-pyrazole-4-carboxylic acid FC(C1=NN(C=C1C(=O)O)C[2H])F